tributyl-(methyl)phosphine caprate OC(=O)CCCCCCCCC.C(CCC)P(C)(CCCC)CCCC